N-phenyl-hex-5-enamide C1(=CC=CC=C1)NC(CCCC=C)=O